4-[(1H-imidazol-4-yl)methyl]piperidine N1C=NC(=C1)CC1CCNCC1